N1=C(C=CC=C1)C1=NC(=C(N=C1C1=NC=CC=C1)C1=NC=CC=C1)C1=NC=CC=C1 2,3,5,6-tetrapyridyl-pyrazine